1-(2-fluoropyridin-4-yl)ethanone FC1=NC=CC(=C1)C(C)=O